(M)-3-chloro-4-((5-fluoropyrimidin-4-yl)methoxy)-2'-(2-(2-hydroxypropan-2-yl)-5-methylpyrimidin-4-yl)-5',6-dimethyl-2H-[1,4'-bipyridin]-2-one ClC=1C(N(C(=CC1OCC1=NC=NC=C1F)C)C1=CC(=NC=C1C)C1=NC(=NC=C1C)C(C)(C)O)=O